(1R)-2-[2-(4-Bromo-2-fluorophenyl)-7-cyclopropyl-3-methyl-3H-imidazo[4,5-b]pyridine-5-carbonyl]-1-methyl-1,2,3,4-tetrahydroisoquinoline BrC1=CC(=C(C=C1)C1=NC=2C(=NC(=CC2C2CC2)C(=O)N2[C@@H](C3=CC=CC=C3CC2)C)N1C)F